NC([C@H](CCC(=O)OC(C)(C)C)N1C(C2=CC=C(C=C2C1)O[C@@H]1[C@H](CCCC1)N)=O)=O tert-butyl (S)-5-amino-4-(5-(((1S,2S)-2-aminocyclohexyl)oxy)-1-oxoisoindolin-2-yl)-5-oxopentanoate